C(C)(C)N1N=C(C(=C1)C)S(=O)(N)=N 1-isopropyl-4-methyl-1H-pyrazole-3-sulfonimidamide